3-(2-(cyclopropylmethoxy)-6-(trifluoromethyl)pyridin-3-yl)-N-(2-oxo-2,3-dihydro-1H-benzo[d]imidazol-4-yl)propanimine C1(CC1)COC1=NC(=CC=C1CCC=NC1=CC=CC=2NC(NC21)=O)C(F)(F)F